CC1=NC=2C=CN(C(C2C=C1C(=O)O)=O)CC1OCC1 2-methyl-6-(oxetan-2-ylmethyl)-5-oxo-5,6-dihydro-1,6-naphthyridine-3-carboxylic acid